FC(CP)=C beta-fluoroallyl-phosphine